3-((4-methoxyphenyl)ethynyl)benzo[b]Thiophene-2-carbaldehyde COC1=CC=C(C=C1)C#CC=1C2=C(SC1C=O)C=CC=C2